niobium-tin-copper [Cu].[Sn].[Nb]